FC(OC1=CC=C(OCC(=O)O)C=C1)(F)F 2-(4-(trifluoromethoxy)phenoxy)acetic acid